CN1C=C(C=2C=NC=CC21)C2=CC=CN2 5-(1-methyl-1H-pyrrolo[3,2-c]pyridin-3-yl)-1H-pyrrole